methyl 2-(N-(4-((3-(2-hydroxy-2-methylpropoxy)phenyl)carbamoyl)-3-(6-azaspiro[2.5]octan-6-yl)phenyl)sulfamoyl)acetate OC(COC=1C=C(C=CC1)NC(=O)C1=C(C=C(C=C1)NS(=O)(=O)CC(=O)OC)N1CCC2(CC2)CC1)(C)C